FC1=C(C=CC(=C1)F)[C@@](CN1N=CN=C1)([C@@H](C)N1CCC(CC1)=C)O (2R,3R)-2-(2,4-difluorophenyl)-3-(4-methylenepiperidine-1-yl)-1-(1H-1,2,4-triazole-1-yl)butane-2-ol